ClC=1C=C2C(=NC(=NC2=C(C1C1=C(C(=CC(=N1)N)C)C(F)(F)F)F)OCC1(CC1)CN(C)C)N1C[C@@H]2CC[C@H](CC1)N2 6-{6-chloro-4-[(1s,6r)-3,9-diazabicyclo[4.2.1]non-3-yl]-2-({1-[(dimethylamino)methyl]cyclopropyl}methoxy)-8-fluoroquinazolin-7-yl}-4-methyl-5-(trifluoromethyl)pyridin-2-amine